NC(C)(C)C1=NC(=C2N1C=C(N=C2)NC2=CC=C1C(=N2)CC(OC1=O)(C)C)C(F)(F)F 2-{[3-(2-Aminopropan-2-yl)-1-(trifluoromethyl)imidazo[3,4-a]pyrazin-6-yl]amino}-7,7-dimethyl-7,8-dihydro-5H-pyrano[4,3-b]pyridin-5-one